C(C)(C)(C)OC([C@@H](NC(N[C@H](C(=O)OC(C)(C)C)CCCCNC([C@H](CC1=CC2=CC=CC=C2C=C1)N)=O)=O)CCC(=O)OC(C)(C)C)=O (((S)-6-((S)-2-amino-3-(naphthalen-2-yl)propanamido)-1-(tert-butoxy)-1-oxohex-2-yl)carbamoyl)-L-glutamic acid di-tert-butyl ester